tert-butyl 4-(3-((4-(N,N-dimethylsulfamoyl)phenyl)sulfonamido)-1-methyl-1H-pyrazol-4-yl)piperidine-1-carboxylate CN(S(=O)(=O)C1=CC=C(C=C1)S(=O)(=O)NC1=NN(C=C1C1CCN(CC1)C(=O)OC(C)(C)C)C)C